ClC1=CC=C(C2=C3N(N=C12)CCN(C3)C(CO)=O)C3=NN(C=C3)C 1-[7-chloro-10-(1-methyl-1H-pyrazol-3-yl)-3,4-dihydropyrazino[1,2-b]indazol-2(1H)-yl]-2-hydroxyethan-1-one